(3R)-3-amino-5-[(4-chlorophenyl)methyl]-8-fluoro-7-[5-(1-methyl-3-piperidyl)-1,3,4-oxa-diazol-2-yl]-1,1-dioxo-2,3-dihydro-1λ6,5-benzothiazepin-4-one N[C@H]1CS(C2=C(N(C1=O)CC1=CC=C(C=C1)Cl)C=C(C(=C2)F)C=2OC(=NN2)C2CN(CCC2)C)(=O)=O